di(cetyl)dimethyl-ammonium chloride [Cl-].C(CCCCCCCCCCCCCCC)[N+](C)(C)CCCCCCCCCCCCCCCC